CC(C(=O)NC(CCC)S(=O)(=O)O)=C 2-methylacrylamido-n-butanesulfonic acid